2-methylpropylaluminum chloride CC(C[Al](Cl)Cl)C